N1(CCOCC1)CO[Si](OC)(OC)CCC morpholinyl-propyl-trimethoxysilane